(3-(3-(Aminomethyl)phenoxy)-5-phenylpiperidin-1-yl)(1,1-dioxidothiomorpholino)methanone NCC=1C=C(OC2CN(CC(C2)C2=CC=CC=C2)C(=O)N2CCS(CC2)(=O)=O)C=CC1